O[C@@H]1C[C@H](N(C1)C(C(C(C)C)C1=CC(=NO1)OC)=O)C(=O)N[C@@H](C)C1=CC=C(C=C1)C1=C(N=CS1)C (2S,4R)-4-hydroxy-1-[2-(3-methoxy-1,2-oxazol-5-yl)-3-methylbutanoyl]-N-[(1S)-1-[4-(4-methyl-1,3-thiazol-5-yl)phenyl]ethyl]pyrrolidine-2-carboxamide